7-(2-(2,4-difluorophenoxy)-5-((ethylsulfonyl)methyl)phenyl)-2-(4-(2-hydroxyethoxy)-3,5-Dimethylphenyl)-5-methylfuro[3,2-c]pyridin-4(5H)-one FC1=C(OC2=C(C=C(C=C2)CS(=O)(=O)CC)C=2C3=C(C(N(C2)C)=O)C=C(O3)C3=CC(=C(C(=C3)C)OCCO)C)C=CC(=C1)F